ClC1=CC2=C(C=N1)C(=NN2CC(F)(F)F)I 6-Chloro-3-iodo-1-(2,2,2-trifluoroethyl)pyrazolo[4,3-c]pyridine